anti-3-[1-[2-(2-Chloro-4-fluorophenyl)ethyl]-3-[(dimethylamino)methyl]-4-hydroxypiperidin-4-yl]benzamid ClC1=C(C=CC(=C1)F)CCN1CC(C(CC1)(O)C=1C=C(C(=O)N)C=CC1)CN(C)C